CCO[Si](OC)(OC)CCC methyl-propyl-trimethoxysilane